(2R,3S,4R,5R)-2-((bis(4-methoxyphenyl)(phenyl)methoxy)methyl)-5-(6-chloro-9H-purin-9-yl)tetrahydrofuran-3,4-diol COC1=CC=C(C=C1)C(OC[C@H]1O[C@H]([C@@H]([C@@H]1O)O)N1C2=NC=NC(=C2N=C1)Cl)(C1=CC=CC=C1)C1=CC=C(C=C1)OC